S(C)(=O)(=O)O.S(C)(=O)(=O)O.NC=1C2=C(N=CN1)C(=CS2)C(=O)NC2=C1C=CN=C(C1=CC=C2C)NC2=C(C(=CC=C2)Cl)F 4-amino-N-(1-((3-chloro-2-fluorophenyl)amino)-6-methylisoquinolin-5-yl)thieno[3,2-d]pyrimidine-7-carboxamide dimesylate